2-[6-(4-chlorophenoxy)hexyl]oxirane-2-carboxylate ClC1=CC=C(OCCCCCCC2(OC2)C(=O)[O-])C=C1